(2r,3s,5s)-5-(difluoromethyl)-2-((((1s,3s,6r)-6-(5-fluoropyrimidin-2-yl)bicyclo[4.1.0]hept-3-yl)oxy)methyl)-3-(methylsulfonylamino)pyrrolidine-1-carboxylic acid methyl ester COC(=O)N1[C@H]([C@H](C[C@H]1C(F)F)NS(=O)(=O)C)CO[C@@H]1C[C@@H]2C[C@@]2(CC1)C1=NC=C(C=N1)F